The molecule is the arsenic oxoanion that is the conjugate base of dimethylarsinic acid. It derives from an arsinate. It is a conjugate base of a dimethylarsinic acid. C[As](=O)(C)[O-]